O=C1NC(CCC1N1C(C2=CC=C(C=C2C1)CN[C@@H]1[C@H](CCC1)NC(OC(C)(C)C)=O)=O)=O tert-Butyl ((1S,2S)-2-(((2-(2,6-dioxopiperidin-3-yl)-1-oxoisoindolin-5-yl)methyl)amino)cyclopentyl)carbamate